FC1=C(C(=CC=2CCC(CC12)NCCC1(CC1)C(F)(F)F)O)N1CC(NS1(=O)=O)=O 5-[1-fluoro-3-hydroxy-7-({2-[1-(trifluoromethyl)cyclopropyl]ethyl}amino)-5,6,7,8-tetrahydronaphthalen-2-yl]-1λ6,2,5-thiadiazolidine-1,1,3-trione